(E)-N-(prop-2-yn-1-yl)-5-(1-(4-(4-((2-(4-(trifluoromethyl)styryl)oxazol-4-yl)methoxy)phenyl)butyl)-1H-1,2,3-triazol-4-yl)pentanamide C(C#C)NC(CCCCC=1N=NN(C1)CCCCC1=CC=C(C=C1)OCC=1N=C(OC1)\C=C\C1=CC=C(C=C1)C(F)(F)F)=O